4-tert.-Butyl-phenol C(C)(C)(C)C1=CC=C(C=C1)O